4-(p-fluoromethylphenyl)benzaldehyde FCC1=CC=C(C=C1)C1=CC=C(C=O)C=C1